benzyl (2S)-2-(cyanomethyl)-4-[8-fluoro-2-[[(2S,4R)-4-methoxy-1-methyl-pyrrolidin-2-yl]methoxy]-7-(8-methyl-1-naphthyl)pyrido[4,3-d]pyrimidin-4-yl]piperazine-1-carboxylate C(#N)C[C@@H]1N(CCN(C1)C=1C2=C(N=C(N1)OC[C@H]1N(C[C@@H](C1)OC)C)C(=C(N=C2)C2=CC=CC1=CC=CC(=C21)C)F)C(=O)OCC2=CC=CC=C2